COC1=CC=C(CN2CCC(CC2)(CC(=C)C)CN)C=C1 (1-(4-methoxybenzyl)-4-(2-methylallyl)piperidin-4-yl)methylamine